CN1N=CC(=C1)C1=CC=C2C(=N1)NC=C2C=2C=C1C(=NC=NC1=CC2)N2CCN(CC2)C 6-(6-(1-methyl-1H-pyrazol-4-yl)-1H-pyrrolo[2,3-b]pyridin-3-yl)-4-(4-methylpiperazin-1-yl)quinazoline